N-((2R,3S,4R,5S,6R)-4,5-bis(benzyloxy)-6-ethyl-2-ethynyltetrahydro-2H-pyran-3-yl)acetamide C(C1=CC=CC=C1)O[C@@H]1[C@H]([C@H](O[C@@H]([C@@H]1OCC1=CC=CC=C1)CC)C#C)NC(C)=O